1-[4-(4-benzoylphenylsulfanyl)phenyl]-2-methyl-2-(4-methylphenylsulfonyl)propane-1-one C(C1=CC=CC=C1)(=O)C1=CC=C(C=C1)SC1=CC=C(C=C1)C(C(C)(S(=O)(=O)C1=CC=C(C=C1)C)C)=O